4-[5-(5-chloropyrimidin-2-yl)oxy-2-(trifluoromethyl)quinazolin-4-yl]butan-1,2-diol ClC=1C=NC(=NC1)OC1=C2C(=NC(=NC2=CC=C1)C(F)(F)F)CCC(CO)O